tert-butyl (1-(2-(2,6-dioxopiperidin-3-yl)-1,3-dioxoisoindolin-4-yl)piperidin-4-yl)carbamate O=C1NC(CCC1N1C(C2=CC=CC(=C2C1=O)N1CCC(CC1)NC(OC(C)(C)C)=O)=O)=O